2-(2,6-dioxopiperidin-3-yl)isoindoline-1,3-dione dihydrochloride Cl.Cl.O=C1NC(CCC1N1C(C2=CC=CC=C2C1=O)=O)=O